1-(3-(2-chloro-3-(6-(1-methylcyclopropoxy)-9-((5-methylthiazol-2-yl)methyl)-9H-purin-8-yl)phenoxy)propyl)azetidin-3-ol ClC1=C(OCCCN2CC(C2)O)C=CC=C1C=1N(C2=NC=NC(=C2N1)OC1(CC1)C)CC=1SC(=CN1)C